ClC1=CN=C2N1N=C(C=C2)C=2C1=C(N=C(N2)NC2CCN(CC2)C)NC=C1 (3-chloroimidazo[1,2-b]pyridazin-6-yl)-N-(1-methylpiperidin-4-yl)-7H-pyrrolo[2,3-d]pyrimidin-2-amine